2'-chloro-6-fluoro-5'-(1-fluoro-2-(isopropylamino)-1-phenylethyl)-5-(2-methoxyethoxy)-[1,1'-biphenyl]-2-carbonitrile ClC1=C(C=C(C=C1)C(CNC(C)C)(C1=CC=CC=C1)F)C=1C(=CC=C(C1F)OCCOC)C#N